3-(5-(7-((methyl-((R*)-1-phenylethyl)amino)methyl)imidazo[1,5-a]pyridin-5-yl)-1-oxoisoindolin-2-yl)piperidine-2,6-dione CN([C@H](C)C1=CC=CC=C1)CC1=CC=2N(C(=C1)C=1C=C3CN(C(C3=CC1)=O)C1C(NC(CC1)=O)=O)C=NC2 |o1:2|